CO\N=C/1\N=C(C2=C(C=C(C=C12)Br)N)C1=C(C=CC(=C1)F)Cl (E)-4-amino-6-bromo-3-(2-chloro-5-fluorophenyl)isoindol-1-one O-methyl oxime